NCC1=C(C=CC=C1)C1=CC(=CC=C1)[C@@H](C)NC1=NC(=NC2=CC(=C(C=C12)OC)OC)C N-{(1R)-1-[2'-(aminomethyl)biphenyl-3-yl]ethyl}-6,7-dimethoxy-2-methylquinazolin-4-amine